FC=1C=C(/C=C/C=2NC(=C(N2)C2=CC=3C(=NSN3)C=C2)C2=NC(=CC=C2)C)C=CC1 (E)-5-(2-(3-fluorostyryl)-5-(6-methylpyridin-2-yl)-1H-imidazol-4-yl)benzo[c][1,2,5]thiadiazole